C(\C=C\C1=CC=C(C=C1)O)(=O)N[C@@H](CC1=CC=C(C=C1)O)C(=O)O p-coumaroyl-tyrosine